FC1=C(C[C@@H]2NC(OC2)=O)C=CC=C1C (S)-4-(2-fluoro-3-methylbenzyl)oxazolidin-2-one